CCCCCC1=CC(=C(C(=C1)O)[C@@H]2C=C([C@@H](C[C@H]2C(=C)C)O)C)O The molecule is a hydroxy-cannabidiol that is cannabidiol in which the 6-pro-R hydrogen of the cyclohexene ring has been replaced by a hydroxy group. It is one of the main metabolites of cannabidiol by human liver microsomes, produced by CYP3A. It has a role as a human xenobiotic metabolite. It is a hydroxy-cannabidiol, an olefinic compound, a member of resorcinols and a secondary alcohol.